COC1=C(CCC2=CC=C3C=CN(C3=C2)CCOC2OCCCC2)C=CC=C1 6-(2-Methoxyphenethyl)-1-(2-((tetrahydro-2H-pyran-2-yl)oxy)ethyl)-1H-indole